NC1=NC(=CC(=N1)N[C@@H](C)CCC)CC1=C(C=C(C=C1)CN(CCO)CCO)OC (S)-2-amino-6-(4-((bis(2-hydroxyethyl)amino)methyl)-2-methoxybenzyl)-4-(pentan-2-ylamino)pyrimidine